O=C1N(C(C2=CC(=CC=C12)C(=O)O)=O)C=1C=C(C=CC1C1=NN=NN1)C1=CC=CC=C1 1,3-Dioxo-2-[4-(1H-tetrazol-5-yl)biphenyl-3-yl]-2,3-dihydro-1H-isoindole-5-carboxylic acid